Cl.Cl.N1(CCNCC1)CC(=O)OC(C)(C)C tert-butyl piperazin-1-yl-acetate dihydrochloride